trichloro-mono-phenylsilane Cl[Si](C1=CC=CC=C1)(Cl)Cl